BrC=1C(=NC(=NC1)NC1=C(C=C(C(=C1)OC)N1CCC(CC1)N1CCN(CC1)C)OC)C1=CN(C2=C(C=CC=C12)CO)C (3-(5-Bromo-2-((2,5-dimethoxy-4-(4-(4-methylpiperazin-1-yl)piperidin-1-yl)phenyl)amino)Pyrimidine-4-yl)-1-methyl-1H-indol-7-yl)methanol